(3R)-6,6-dimethyl-3-[[2-(pyridin-2-yl)-5H,6H,7H-cyclopenta[d]pyrimidin-4-yl]amino]piperidin-2-one CC1(CC[C@H](C(N1)=O)NC=1C2=C(N=C(N1)C1=NC=CC=C1)CCC2)C